Diisopropoxy-para-toluidine C(C)(C)ON(C1=CC=C(C=C1)C)OC(C)C